2-(1-acryloyl-4-(2-(2-morpholinoethoxy)-7-(2-oxo-2,3-dihydro-1H-benzo[d]imidazol-1-yl)-5,6,7,8-tetrahydroquinazolin-4-yl)piperazin-2-yl)acetonitrile C(C=C)(=O)N1C(CN(CC1)C1=NC(=NC=2CC(CCC12)N1C(NC2=C1C=CC=C2)=O)OCCN2CCOCC2)CC#N